C(C)N1NC2=CC(=CC=C2C1=O)NC1=CC=C(C=C1)N1CCC(CC1)C(F)(F)F 2-Ethyl-6-((4-(4-(trifluoromethyl)piperidin-1-yl)phenyl)amino)-1,2-dihydro-3H-indazol-3-one